O1CC(CC1)CSC1=C(C=CC=C1)O 2-(((tetrahydrofuran-3-yl)methyl)thio)phenol